Cl.N[C@H](C#N)CC1=CC=C(C=C1)C=1C=CC2=C(N(C(O2)=O)C)C1 (S)-2-amino-3-(4-(3-methyl-2-oxo-2,3-dihydrobenzo[d]oxazol-5-yl)phenyl)propanenitrile hydrochloride